(S)-methyl-2-aminobutyric acid hydrochloride Cl.C[C@@](C(=O)O)(CC)N